FC=1C=C(C=C(C1)F)CC(=O)N[C@H](C(=O)N[C@H]1C2=C(C3=C(N(C1=O)C)C=CC=C3)C=CC=C2)C (S,S)-2-[2-(3,5-Difluorophenyl)acetylamino]-N-(5-methyl-6-oxo-6,7-dihydro-5H-dibenzo[b,d]azepin-7-yl)propionamide